N1(CCCN(CCCN(CCC1)CC=1C(=C(C(=O)NC(CO)O)C=C(C1)C)O)CC=1C(=C(C(=O)NC(CO)O)C=C(C1)C)O)CC=1C(=C(C(=O)NC(CO)O)C=C(C1)C)O 3,3',3''-[1,5,9-triazacyclododecane-1,5,9-triyltris(methylene)]tris[N-(1,2-dihydroxyethyl)-2-hydroxy-5-methyl-benzamide]